O(C(=O)C)C1=C(C(=O)O)C=C(C=C1CCC1=C(C(=CC(=C1)CC)C)OC(=O)C)CC 2-acetoxyl-3-(2-acetoxyl-5-ethyl-3-methylphenylethyl)-5-ethylbenzoic acid